2-(4-(2-ethyl-6-(1-methyl-5-(((methyl(propyl)carbamoyl)oxy)methyl)-1H-1,2,3-triazol-4-yl)pyridin-3-yl)tetrahydro-2H-pyran-2-yl)acetic acid C(C)C1=NC(=CC=C1C1CC(OCC1)CC(=O)O)C=1N=NN(C1COC(N(CCC)C)=O)C